pyrimidinyloxybenzoate N1=C(N=CC=C1)OC1=C(C(=O)[O-])C=CC=C1